(1R)-4-(6-{6-[2-(tert-butyl-dimethylsilyl)ethynyl]-4-methylpyridin-3-yl}-4,7-dimethyl-7H-pyrrolo[2,3-d]pyrimidin-5-yl)-6'-methyl-3'H-spiro[cyclohexane-1,2'-furo[2,3-b]pyridin] [Si](C)(C)(C(C)(C)C)C#CC1=CC(=C(C=N1)C1=C(C2=C(N=CN=C2C)N1C)C1CCC2(CC=3C(=NC(=CC3)C)O2)CC1)C